2-(4-bromo-3-fluorophenyl)-3-methoxypropionic acid BrC1=C(C=C(C=C1)C(C(=O)O)COC)F